1-(2-hydroxyphenyl)-3-phenylprop-2-yne OC1=C(C=CC=C1)CC#CC1=CC=CC=C1